CCCC1C(CC)O1 methyl-3,4-epoxyhexane